C1(=CC=CC2=CC=CC=C12)C1=CC=C(C=C1)OB(O)O 4-(naphthalen-1-yl)phenylboric acid